tert-butyl (2R,5S)-4-(6-chloro-1-(6-cyclopropyl-2-isopropyl-4-methylpyridin-3-yl)-7-(2-fluorophenyl)-2-oxo-1,2-dihydropyrido[2,3-d]pyrimidin-4-yl)-2,5-dimethylpiperazine-1-carboxylate ClC1=CC2=C(N(C(N=C2N2C[C@H](N(C[C@@H]2C)C(=O)OC(C)(C)C)C)=O)C=2C(=NC(=CC2C)C2CC2)C(C)C)N=C1C1=C(C=CC=C1)F